cis-1-methylcyclopentane-1,2-diol C[C@]1([C@@H](CCC1)O)O